Perfluorodichloro-octan FC(C(C(C(C(C(C(C(F)(F)F)(F)F)(F)F)(F)F)(F)F)(F)F)(F)F)(Cl)Cl